4,5-dimethyl-6-[3-[(2-methylpyrazol-3-yl)amino]-7,8-dihydro-5H-1,6-naphthyridin-6-yl]pyridazine-3-carbonitrile CC1=C(N=NC(=C1C)N1CC=2C=C(C=NC2CC1)NC=1N(N=CC1)C)C#N